FC(C=1C=CC(=C(N)C1)OC)F 5-(difluoromethyl)-2-methoxyaniline